FC1=C(CN2C(N(N=C2)C2=CC(=C(C=C2)CO)F)=O)C(=CC=C1)F 4-(2,6-difluorobenzyl)-2-(3-fluoro-4-(hydroxymethyl)phenyl)-2,4-dihydro-3H-1,2,4-triazol-3-one